(1-(5-(1-chloro-2,2,2-trifluoroethyl)pyridin-2-yl)-1H-pyrazol-4-yl)-3H-imidazo[4,5-b]pyridine ClC(C(F)(F)F)C=1C=CC(=NC1)N1N=CC(=C1)C1=NC=2C(=NC=CC2)N1